ONC(CCCCCCN1C(N=CC=C1)N1CCN(CC1)CCOC)=O N-(7-(hydroxyamino)-7-oxoheptyl)-2-(4-(2-methoxyethyl)piperazin-1-yl)pyrimidine